C[C@@]12C=CC[C@H]1[C@@H]1CCC3CCCC[C@]3(C)[C@H]1CC2 androstane-16-ene